C(C)N(C=1C2=C(N=CN1)N(C=C2)CC2C(CN(CC2)CC(=O)N)O)CC2=CC=C(C=C2)C=2C=NN(C2)C 2-(4-((4-(ethyl(4-(1-methyl-1H-pyrazol-4-yl)benzyl)amino)-7H-pyrrolo[2,3-d]pyrimidin-7-yl)methyl)-3-hydroxypiperidin-1-yl)acetamide